3-cyclopropyl-N-methyl-5,6-dihydro-4H-cyclopenta[b]thiophen-5-amine hydrochloride Cl.C1(CC1)C=1C2=C(SC1)CC(C2)NC